tin-titanium [Ti].[Sn]